CSC#N thiocyanic acid, methyl ester